C1(CCCCC1)CC=O 2-cyclohexyl-acetaldehyde